N-{(6R)-2-[4-(2,6-difluorophenyl)-6-ethoxy-1,2-benzoxazol-3-yl]-7,7-difluoro-3-oxo-2,5,6,7-tetrahydro-3H-pyrrolo[1,2-c]imidazol-6-yl}methanesulfonamide FC1=C(C(=CC=C1)F)C1=CC(=CC2=C1C(=NO2)N2C(N1C(=C2)C([C@@H](C1)NS(=O)(=O)C)(F)F)=O)OCC